NC=1C(=NC=CC1N)O 3,4-diamino-2-hydroxy-pyridine